rac-7-methoxy-N-((1R,2R)-2-methoxycyclohexyl)-2-(tetrahydro-2H-pyran-4-yl)imidazo[1,2-a]pyridine-6-carboxamide COC1=CC=2N(C=C1C(=O)N[C@H]1[C@@H](CCCC1)OC)C=C(N2)C2CCOCC2 |r|